ClC=1C=C2C=NNC2=C(C1F)C1=C(C=C2C(=NC=NN2C1=O)N1[C@H](CN(CC1)C(=O)OC(C)(C)C)C)C(F)(F)F tert-Butyl (S)-4-(7-(5-chloro-6-fluoro-1H-indazol-7-yl)-8-oxo-6-(trifluoromethyl)-8H-pyrido[2,1-f][1,2,4]triazin-4-yl)-3-methylpiperazine-1-carboxylate